C(C1=CC=CC=C1)N1C(N(SC1=O)CCBr)=O 4-benzyl-2-(2-bromoethyl)-1,2,4-thiadiazolidine-3,5-dione